FC1=CC=C(COC=2C=C(CNC3CCN(CC3)C)C=CC2)C=C1 N-(3-((4-fluorobenzyl)oxy)benzyl)-1-methylpiperidin-4-amine